OC=1C(=NC=CC1OC)C(=O)N[C@H](C(=O)OC(C)C1(C(C1)C1=CC=C(C=C1)F)C1=CC=C(C=C1)F)C 1-[1,2-bis(4-fluorophenyl)cyclopropyl]ethyl (2S)-2-[(3-hydroxy-4-methoxy-pyridine-2-carbonyl) amino]propanoate